IC=1C=C(C(=O)NC2=NC=CC(=C2)C(F)(F)F)C=CC1C 3-iodo-4-methyl-N-(4-(trifluoromethyl)pyridin-2-yl)benzamide